4-(4-chloro-2-(1-cyclopentyl-1H-pyrazol-4-yl)phenyl)-4-hydroxy-2-methylenebutanoic acid ClC1=CC(=C(C=C1)C(CC(C(=O)O)=C)O)C=1C=NN(C1)C1CCCC1